The molecule is a member of the juvenile hormone family of compounds that is the methyl ester of (2E,6E,10R,11S)-10,11-epoxy-3,7,11-trimethyltrideca-2,6-dienoic acid. It is a fatty acid methyl ester, an epoxide, an enoate ester and a juvenile hormone. CC[C@]1([C@H](O1)CC/C(=C/CC/C(=C/C(=O)OC)/C)/C)C